tert-Butyl (S)-3-cyano-5-methyl-6-oxo-5,6,6a,7,9,10-hexahydro-8H-pyrazino[1,2-a]Pyrido[3,2-e]pyrazine-8-carboxylate C(#N)C1=CC=2N(C([C@H]3N(C2N=C1)CCN(C3)C(=O)OC(C)(C)C)=O)C